C(#N)C1=C(C=C(C=C1)C=1C=C(C(=O)O)C=CC1C1=C(C=C(C=C1)CCOC)F)F 3-(4-cyano-3-fluoro-phenyl)-4-[2-fluoro-4-(2-methoxyethyl)phenyl]benzoic acid